OC1CN(CCC1NC(OC(C)(C)C)=O)C1=NC=C(C=N1)C(F)(F)F racemic-syn-tert-butyl (3-hydroxy-1-(5-(trifluoromethyl)pyrimidin-2-yl)piperidin-4-yl)carbamate